OCCN1N=CC(=C1C=1CCN(CC1)C(=O)OC(C)(C)C)C tert-butyl 4-(1-(2-hydroxyethyl)-4-methyl-1H-pyrazol-5-yl)-3,6-dihydropyridine-1(2H)-carboxylate